1-(2-cyano-5-fluoropyridin-3-yl)ethyl (1-methyl-4-(6-methyl-5-(methylsulfonamido) pyridin-2-yl)-1H-1,2,3-triazol-5-yl)carbamate CN1N=NC(=C1NC(OC(C)C=1C(=NC=C(C1)F)C#N)=O)C1=NC(=C(C=C1)NS(=O)(=O)C)C